BrC=1C=C(C=CC1N1CCC(CC1)C(F)(F)F)NC1=CC=C(CN2CC(CC2=O)C(=O)N)C=C1 (4-((3-bromo-4-(4-(trifluoromethyl)piperidin-1-yl)phenyl)amino)benzyl)-5-oxopyrrolidine-3-carboxamide